2-(1-(4-((1R,2S)-6-hydroxy-2-phenyl-1,2,3,4-tetrahydronaphthalen-1-yl)phenyl)piperidin-4-yl)acetaldehyde OC=1C=C2CC[C@@H]([C@@H](C2=CC1)C1=CC=C(C=C1)N1CCC(CC1)CC=O)C1=CC=CC=C1